CC(C(=O)OCC(C)(C1=CC(=CC=C1)C(F)(F)F)NC(NC1=C(C=CC=C1CN1C(OC=C1)=N)N)=S)(C)C 2-[({2-amino-6-[(2-imino-2,3-dihydro-1,3-oxazol-3-yl)methyl]phenyl}carbamothioyl)amino]-2-[3-(trifluoromethyl)phenyl]propyl 2,2-dimethylpropanoate